N2-[7-bromo-2-(1-methyl-1H-pyrazol-4-yl)[1,2,4]triazolo[1,5-c]quinazolin-5-yl]-N-butyl-D-alaninamide BrC1=CC=CC=2C=3N(C(=NC12)N[C@H](C)C(=O)NCCCC)N=C(N3)C=3C=NN(C3)C